CN(C)CC=1C=C(C(=O)NC=2SC(=CN2)SC=2C(=CC(=C(C(=O)N3CCN(CCC3)C(=O)OC(C)(C)C)C2)OC)C)C=CC1 tert-butyl 4-[5-[2-[[3-[(dimethylamino)methyl]benzoyl]amino]thiazol-5-yl] sulfanyl-2-methoxy-4-methyl-benzoyl]-1,4-diazepane-1-carboxylate